OB1OC(C2=C1C=C(C=C2)C(=O)N[C@H](C(=O)NCCC(=O)O)CNC(=O)C=2C=CC1=C(B(OC1(C)C)O)C2)(C)C (S)-3-(2,3-bis(1-hydroxy-3,3-dimethyl-1,3-dihydrobenzo[c][1,2]oxaborole-6-carboxamido)propanamido)propanoic acid